di(bromopropyloxy)propane BrCCCOC(C)(C)OCCCBr